acryloyloxydecyl phosphorylacetate P(=O)#CC(=O)OCCCCCCCCCCOC(C=C)=O